BrC1=CC(=C2C=C(C(=NC2=C1)C)C1C(NC(CC1)=O)=O)F 3-(7-Bromo-5-fluoro-2-methylquinolin-3-yl)piperidine-2,6-dione